CC1=C(C=CC(=C1)C)[B-](C1=C(C=C(C=C1)C)C)(C1=C(C=C(C=C1)C)C)C1=C(C=C(C=C1)C)C.C(C)[NH+](CC)CC triethylammonium tetrakis(2,4-dimethylphenyl)borate